D-Gulopyranuronic acid OC1[C@H](O)[C@H](O)[C@@H](O)[C@H](O1)C(=O)O